4Z,7Z-decadienal C(C=C\C=C/CCCCC)=O